OC[C@@H]1CN(C[C@@H](O1)C)C(=O)OC(C)(C)C tert-butyl (2S,6S)-2-(hydroxymethyl)-6-methylmorpholine-4-carboxylate